C(C)(C)(C)OP(=O)(OC(C)(C)C)CCCOC1=C(C(=C(OCC23CC4CC(CC(C2)C4)C3)C=C1)F)F 1-[[4-(3-di-tert-butoxyphosphorylpropoxy)-2,3-difluoro-phenoxy]methyl]adamantane